Pyridazine-2-carbonitril N1N(C=CC=C1)C#N